FC1(CCN(CC1)C1=C(C=CC(=N1)C(=O)NN)F)F 6-(4,4-difluoropiperidin-1-yl)-5-fluoropicolinic acid hydrazide